α-D-mannuronate O[C@@H]1[C@@H](O)[C@@H](O)[C@H](O)[C@H](O1)C(=O)[O-]